tert-butyl {1-[(1,3-dioxo-1,3-dihydro-2H-isoindol-2-yl)oxy]-3-phenylpropan-2-yl}carbamate O=C1N(C(C2=CC=CC=C12)=O)OCC(CC1=CC=CC=C1)NC(OC(C)(C)C)=O